C(C=1C(O)=CC=CC1)(=O)OCOC(C=1C(O)=CC=CC1)=O methylene bis(salicylate)